C(C)OC1=C(C(CC(C1)(C)C)=O)C=1C=C(C=CC1C)C1=CC=C(OCCN2CCN(CC2)CCOCCOCC(=O)OC(C)(C)C)C=C1 tert-butyl 2-[2-[2-[4-[2-[4-[3-(2-ethoxy-4,4-dimethyl-6-oxo-cyclohexen-1-yl)-4-methyl-phenyl]phenoxy]ethyl]-piperazin-1-yl]ethoxy]ethoxy]-acetate